1-(cyclobutylmethyl)-4-oxo-5-(p-tolyl)-1,4-dihydropyridine-3-carboxylic acid C1(CCC1)CN1C=C(C(C(=C1)C1=CC=C(C=C1)C)=O)C(=O)O